ClC1(C(C1C1=CC(=C(C(=C1)C(F)(F)F)F)C)C(=O)N)Cl 2,2-dichloro-3-(4-fluoro-3-methyl-5-(trifluoromethyl)phenyl)cyclopropane-1-carboxamide